C(#N)C1=CC2=C(N(C(N=C2N2C3(CC3)CN(CC2)C(=O)OC(C)(C)C)=O)C=2C(=NC=CC2C)C(C)C)N=C1C1=C(C=CC=C1)F tert-butyl 4-(6-cyano-7-(2-fluorophenyl)-1-(2-isopropyl-4-methylpyridin-3-yl)-2-oxo-1,2-dihydropyrido[2,3-d]pyrimidin-4-yl)-4,7-diazaspiro[2.5]octane-7-carboxylate